6-(2,6-Dimethylphenyl)-2,2-dioxo-12-spiro[2.3]hexan-5-yl-spiro[2λ6-thia-3,5,12,19-tetrazatricyclo[12.3.1.14,8]nonadeca-1(18),4(19),5,7,14,16-hexaene-9,1'-cyclopropane]-13-one CC1=C(C(=CC=C1)C)C1=NC=2NS(C=3C=CC=C(C(N(CCC4(CC4)C(=C1)N2)C2CC1(CC1)C2)=O)C3)(=O)=O